N-(3-Bromo-propyl)-methanesulfonamide BrCCCNS(=O)(=O)C